4-{(S)-2-[2-(3-chlorothien-2-yl)thiazol-4-yl]-2-[(S)-2-(methoxycarbonylamino)-3-phenylpropionylamino]ethyl}phenylaminosulfonic acid ClC1=C(SC=C1)C=1SC=C(N1)[C@H](CC1=CC=C(C=C1)NS(=O)(=O)O)NC([C@H](CC1=CC=CC=C1)NC(=O)OC)=O